5-amino-3-butyl-1-methyl-1H-pyrazole-4-carboxamide NC1=C(C(=NN1C)CCCC)C(=O)N